CC=1C(=NC=CC1)C1=CC=CC=C1 3-methyl-2-phenylpyridine